F[C@H]1CN(CC[C@H]1NC1=CC=CC2=C1SC(=C2CC(F)(F)F)/C=C/C(O)C2=NC=CC=C2)C (E)-3-(7-(((3S,4R)-3-fluoro-1-methylpiperidin-4-yl)amino)-3-(2,2,2-trifluoroethyl)benzo[b]thiophen-2-yl)-1-(pyridin-2-yl)prop-2-en-1-ol